NC1=NC=CC=2N1C(=NC2C2CN(CCC2)CC#CC)C2=CC=C(C(=O)NC1=NC=CC(=C1)C1CC1)C=C2 4-(5-amino-1-(1-(but-2-ynyl)piperidin-3-yl)imidazo[1,5-c]pyrimidin-3-yl)-N-(4-cyclopropylpyridin-2-yl)benzamide